C(C)C1=C(N=NN1CC1=C(C=C(C=C1)Cl)Cl)C(=O)O.ClC1=C(CN2N=NC(=C2)C(=O)OCC)C=CC(=C1)Cl ethyl 1-(2,4-dichlorobenzyl)-1H-1,2,3-triazole-4-carboxylate (ethyl 1-(2,4-dichlorobenzyl)-1H-1,2,3-triazole-4-carboxylate)